[2-(4-amino-phenyl)-3H-benzimidazol-5-yl]-phenyl-methanone NC1=CC=C(C=C1)C=1NC2=C(N1)C=CC(=C2)C(=O)C2=CC=CC=C2